C(C)N1CCN(CC1)CC1=CC=C2C(=N1)SC(=C2)C(=O)O 6-((4-ethylpiperazin-1-yl)methyl)thieno[2,3-b]pyridine-2-carboxylic acid